C(CCCCCCC)C1(C2=CC=CC=C2C=2C=CC=CC12)CCCCCCCC 9,9-dioctyl-(fluorene)